(R)-3-(1-acryloylpyrrolidin-3-yl)-1-(cyclopropyl-methyl)-N-(1-methylcyclopropyl)-2,4-dioxo-1,2,3,4-tetrahydroquinazoline-6-sulfonamide C(C=C)(=O)N1C[C@@H](CC1)N1C(N(C2=CC=C(C=C2C1=O)S(=O)(=O)NC1(CC1)C)CC1CC1)=O